(3S,4S)-1-cyclohexyl-4-{[5-(2,4-difluoro-phenyl)-isoxazole-3-carbonyl]-amino}-piperidine-3-carboxylic acid [(R)-1-(3-fluoro-pyridin-2-yl)-ethyl]-amide FC=1C(=NC=CC1)[C@@H](C)NC(=O)[C@H]1CN(CC[C@@H]1NC(=O)C1=NOC(=C1)C1=C(C=C(C=C1)F)F)C1CCCCC1